[C@@H]12COCC(CC1)N2C2=CC=C(C=C2)NC2=NC=C(C(=N2)OCC2CCC(CC2)C(C)(C)O)F 2-((1S,4S)-4-(((2-((4-(3-oxa-8-azabicyclo[3.2.1]octan-8-yl)phenyl)amino)-5-fluoropyrimidin-4-yl)oxy)methyl)cyclohexyl)propan-2-ol